COC1=NC=CC(=C1)C1=NSC(=N1)\C(\C)=N\[S@](=O)C(C)(C)C (R,E)-N-[1-[3-(2-methoxy-4-pyridyl)-1,2,4-thiadiazol-5-yl]ethylidene]-2-methyl-propane-2-sulfinamide